BrCCCOC1=NC=2C3=C(C=CC2C2=CC(=C(C=C12)OC)OC)C=C1C(=C3)OCO1 13-(3-bromopropyloxy)-2,3-dimethoxy-[1,3]dioxolo[4',5':4,5]benzo[1,2-c]phenanthridine